FC1=CC=C(C=C1)[C@@H]1N(CCC2=CC=CC=C12)C(=O)[C@@H]1OC[C@H]2N([C@H]2C1)S(=O)(=O)C1=CC=C(C)C=C1 ((S)-1-(4-fluorophenyl)-3,4-dihydroisoquinolin-2(1H)-yl)((1S,4R,6S)-7-tosyl-3-oxa-7-azabicyclo[4.1.0]heptan-4-yl)methanone